CC1(N(C(N(C1=O)C=1C=CC(=NC1)C#N)=S)[C@@H]1CC[C@H](CC1)OCCOC1OCCCC1)C 5-(4,4-dimethyl-5-oxo-3-(trans-4-(2-((tetrahydro-2H-pyran-2-yl)oxy)ethoxy)cyclohexyl)-2-thioxoimidazolidin-1-yl)pyridinecarbonitrile